9-Benzyl-6-(4-fluorophenyl)sulfanylpurine C(C1=CC=CC=C1)N1C2=NC=NC(=C2N=C1)SC1=CC=C(C=C1)F